1H-1,2,3-triazol-4-yl-[8-{[2-(trifluoromethyl)phenyl]sulfonyl}-3,8-diazabicyclo[3.2.1]oct-3-yl]methanone N1N=NC(=C1)C(=O)N1CC2CCC(C1)N2S(=O)(=O)C2=C(C=CC=C2)C(F)(F)F